C(C)(C)(C)OC([C@@H](CC1=CC(=CC=C1)NC(C1=CC=CC=C1)C1=CC=CC=C1)[C@@H]1CN(CC1)C(=O)OC(C)(C)C)=O tert-butyl (R)-3-((S)-1-(tert-butoxy)-3-(3-((benzhydryl)amino)phenyl)-1-oxopropane-2-yl)pyrrolidine-1-carboxylate